NC1=CN=C2C(=N1)SC(=C2)C(O)C2CC(C2)(F)F (3-aminothieno[2,3-b]pyrazin-6-yl)(3,3-difluorocyclobutyl)methanol